2-methoxy-3-(1-methyl-1,2,4-triazol-3-yl)aniline COC1=C(N)C=CC=C1C1=NN(C=N1)C